2-(2,6-dioxo-3-piperidyl)-4,7-difluoro-isoindoline-1,3-dione O=C1NC(CCC1N1C(C2=C(C=CC(=C2C1=O)F)F)=O)=O